C(C)(C)(C)OC(CC1=C(C(=C(C=C1C(C)C)COC)F)C(C)C)=O 2-(3-fluoro-2,6-diisopropyl-4-(methoxymethyl)phenyl)acetic acid tert-butyl ester